(2S)-6-(4-butoxyphenyl)-2-{4,7,10-tris[(1S)-1-carboxy-2-hydroxyethyl]-1,4,7,10-tetraazacyclododecan-1-yl}hexanoic acid C(CCC)OC1=CC=C(C=C1)CCCC[C@@H](C(=O)O)N1CCN(CCN(CCN(CC1)[C@@H](CO)C(=O)O)[C@@H](CO)C(=O)O)[C@@H](CO)C(=O)O